C[C@@H]1NCCC[C@@H]1C1=CC=2C(=NC=CC2NC=2C=CC3=C(N=CS3)C2)S1 N-(2-((2S,3S)-2-methylpiperidin-3-yl)thieno[2,3-b]pyridin-4-yl)benzo[d]thiazol-5-amine